triallyl-methyldimethoxysilane C(C=C)C(O[SiH](OC)C)(CC=C)CC=C